3-[[5-[2-(2-aminoethoxy)phenyl]-2,4-difluoro-phenyl]methylsulfonyl]-5-chloro-4-methoxybenzoic acid HCl Cl.NCCOC1=C(C=CC=C1)C=1C(=CC(=C(C1)CS(=O)(=O)C=1C=C(C(=O)O)C=C(C1OC)Cl)F)F